N1=CC=CC=C1O Pyridine-6-ol